C1N(CCC2=CC=CC=C12)C[C@H](CN1CCN(C2=C(C1=O)C=CC(=C2)OC2CN(CCC2)C)C)O 4-[(2R)-3-(3,4-dihydro-1H-isoquinolin-2-yl)-2-hydroxy-propyl]-1-methyl-8-[(1-methyl-3-piperidyl)oxy]-2,3-dihydro-1,4-benzodiazepin-5-one